C7-chloronaphthalene-1,3-diol ClC1=CC=C2C=C(C=C(C2=C1)O)O